ClC=1N=NC(=C2C1C=NC=C2)O 4-chloropyrido[3,4-d]pyridazin-1-ol